[Cl-].[Cl-].[SiH]1(CCCC1)[Zr+2](C1C=CC=C1)C1(C(=C(C(=C1)C)C)C)C silacyclopentyl-(tetramethylcyclopentadienyl)(cyclopentadienyl)zirconium dichloride